CN1CCN(CC1)CCC[SiH](C=1C=C(C=C)C=CC1)COC 3-[[3-(4-methylpiperazine-1-yl)propyl]methoxymethylsilyl]styrene